FC=1C=NC=CC1C1=CC=2C(N(CC(C2N1C(=O)OC(C)(C)C)CCO)C(=O)OC(C)(C)C)=O 1,5-di-tert-butyl 2-(3-fluoropyridin-4-yl)-7-(2-hydroxyethyl)-4-oxo-6H,7H-pyrrolo[3,2-c]pyridine-1,5-dicarboxylate